N-((1r,3r)-3-acetamidocyclobutyl)-4-((3,3-difluorocyclobutyl)amino)-6-(1H-pyrazol-4-yl)quinoline-3-carboxamide C(C)(=O)NC1CC(C1)NC(=O)C=1C=NC2=CC=C(C=C2C1NC1CC(C1)(F)F)C=1C=NNC1